tert-butyl 4-[2-benzyloxy-4-[(2,6-dioxo-3-piperidyl)amino]phenyl]-3,6-dihydro-2H-pyridine-1-carboxylate C(C1=CC=CC=C1)OC1=C(C=CC(=C1)NC1C(NC(CC1)=O)=O)C=1CCN(CC1)C(=O)OC(C)(C)C